C(#N)/C(/C(=O)NC=1C=NC(=CC1)OC)=C(\C=1C=NOC1C)/O (Z)-2-cyano-3-hydroxy-N-(6-methoxy-3-pyridinyl)-3-(5-methylisoxazol-4-yl)prop-2-enamide